2-(2-fluoro-3-methylphenyl)-5-(1H-pyrrolo[2,3-b]pyridin-4-yl)-1H-pyrrole-3-carboxamide FC1=C(C=CC=C1C)C=1NC(=CC1C(=O)N)C1=C2C(=NC=C1)NC=C2